NC1C(C(C(C(C1O)N)O)N)O 2,4,6-triaminocyclohexane-1,3,5-triol